1-(3-fluoro-4-(3-(6-(3-methoxypiperidin-1-yl)pyridin-3-yl)-1H-pyrazolo[3,4-c]pyridin-5-yl)-5-methylphenyl)-N-methylaminoamine FC=1C=C(C=C(C1C=1C=C2C(=CN1)NN=C2C=2C=NC(=CC2)N2CC(CCC2)OC)C)CNN